NC=1C(=NC(=NC1C1=C2C=NNC2=CC=C1C)C1=C(C=CC(=C1)F)NC=1C=NC=CC1)C(=O)N 5-amino-2-[5-fluoro-2-(3-pyridylamino)phenyl]-6-(5-methyl-1H-indazol-4-yl)pyrimidine-4-carboxamide